C(C)N1C2=C(N3[C@H](CC1)CNCC3)N=CC(=C2)C(F)(F)F (R)-5-ethyl-3-(trifluoromethyl)-6,7,7a,8,10,11-hexahydropyrazino[1,2-d]pyrido[3,2-b][1,4]diazepin